BrC=1C=C(SC1)\C=N\NC(=O)C1=C(C(=CC(=C1)F)F)NC(C1=NC=C(C=C1Cl)C(F)(F)F)=O (E)-N-(2-(2-((4-bromothien-2-yl)methylene)hydrazine-1-carbonyl)-4,6-difluorophenyl)-3-chloro-5-(trifluoromethyl)picolinamide